C(C)(C)(C)OC(=O)NCC(C)(C)C=1SC=C(N1)C(=O)O 2-(1-{[(tert-butoxy)carbonyl]amino}-2-methylpropan-2-yl)-1,3-thiazole-4-carboxylic acid